BrCC1=CC(=NC=N1)C(=O)O 6-(Bromomethyl)pyrimidine-4-carboxylic acid